3-piperazinecarboxylic acid N1CC(NCC1)C(=O)O